5-Bromo-4-chloro-1-methyl-indazole BrC=1C(=C2C=NN(C2=CC1)C)Cl